C(C1=CC=CC=C1)SC1=C2CCCC(C2=CC=C1)N 5-(benzylthio)-1,2,3,4-tetrahydronaphthalen-1-amine